sodium (methyl) allyl-sulfonate C(C=C)S(=O)(=O)OC.[Na]